tert-butyl (S,E)-(1-(methylamino)-1-oxo-5-(pyridin-4-yl)pent-4-en-2-yl)carbamate CNC([C@H](C\C=C\C1=CC=NC=C1)NC(OC(C)(C)C)=O)=O